CC(C)CC(CCCC)O 2-methyl-4-octanol